dinorbornyl-phosphine chloride [Cl-].C12(CCC(CC1)C2)PC21CCC(CC2)C1